((1R,4R,7R)-7-amino-2-azabicyclo[2.2.1]heptan-2-yl)(2-(3-(azetidin-3-yl)-4-(cyclopropylmethyl)-4H-thieno[3,2-b]pyrrol-5-yl)-7-methoxy-1-methyl-1H-benzo[d]imidazol-5-yl)methanone N[C@H]1[C@@H]2N(C[C@H]1CC2)C(=O)C2=CC1=C(N(C(=N1)C1=CC3=C(N1CC1CC1)C(=CS3)C3CNC3)C)C(=C2)OC